magnesium zinc titanium [Ti].[Zn].[Mg]